tert-butyl 2-carbamoyl-4,6,7,8-tetrahydropyrazolo[1,5-a][1,4]diazepine-5-carboxylate C(N)(=O)C1=NN2C(CN(CCC2)C(=O)OC(C)(C)C)=C1